ClC1=C(C=CC(=C1)C(F)(F)F)C1=CC=C(C=C1)C(=O)NC=1C=CC(=C(C1)NC(=O)C1=NC=CC=C1)O N-(5-(2'-chloro-4'-(trifluoromethyl)-[1,1'-biphenyl]-4-carboxamido)-2-hydroxyphenyl)pyridinecarboxamide